ClC=1C=C2C(=CC(=NC2=CC1)C(F)(F)F)N[C@@H]1C[C@@H](CCC1)NC(=O)C1=CN=C(N1C)OC N-[(1R,3S)-3-{[6-chloro-2-(trifluoromethyl)quinolin-4-yl]amino}cyclohexyl]-2-methoxy-1-methyl-1H-imidazole-5-carboxamide